rac-(1S*,2S*)-ethyl 2-(3-methoxyphenyl)cyclopropanecarboxylate COC=1C=C(C=CC1)[C@@H]1[C@H](C1)C(=O)OCC |r|